FC1(CCN(CCC1)C1=NC=2CCC(CC2C=C1C(=O)O)C)F 2-(4,4-difluoroazepan-1-yl)-6-methyl-5,6,7,8-tetrahydroquinoline-3-carboxylic acid